OC1=C(C(=CC(=C1)C)C)C1=CC=C2C=CC(=NC2=N1)CC1N(CCOC1)C(=O)OC(C)(C)C tert-butyl 3-[[7-(2-hydroxy-4,6-dimethyl-phenyl)-1,8-naphthyridin-2-yl]methyl]morpholine-4-carboxylate